2,2-difluoro-3-((3-methylpyridin-2-yl)oxy)propionic acid FC(C(=O)O)(COC1=NC=CC=C1C)F